(R)-1-(3-(5-amino-9-fluoro-7-methoxy-[1,2,4]triazolo[1,5-c]quinazolin-2-yl)piperidin-1-yl)-3-hydroxy-3-methylbutan-1-one NC1=NC=2C(=CC(=CC2C=2N1N=C(N2)[C@H]2CN(CCC2)C(CC(C)(C)O)=O)F)OC